N1(N=NC=C1)C1=CC=C(C=N1)COC1=CC=CC(=N1)C1=CC(=C(CC2=NC3=C(N2CCOC)C=C(C=C3F)C(=O)O)C=C1F)Cl 2-(4-(6-((6-(1H-1,2,3-triazol-1-yl)pyridin-3-yl)methoxy)pyridin-2-yl)-2-chloro-5-fluorobenzyl)-4-fluoro-1-(2-methoxyethyl)-1H-benzo[d]imidazole-6-carboxylic acid